3-((4-(4,4,5,5-tetramethyl-1,3,2-dioxaborolan-2-yl)-1H-pyrazol-1-yl)methyl)benzonitrile CC1(OB(OC1(C)C)C=1C=NN(C1)CC=1C=C(C#N)C=CC1)C